1-chloro-3-(5-(difluoromethyl)thiazol-2-yl)-N-(1-(fluoromethyl)cyclopropyl)-8-(2-oxa-7-azaspiro[3.5]nonan-7-yl)imidazo[1,5-a]pyridine-6-sulfonamide ClC=1N=C(N2C1C(=CC(=C2)S(=O)(=O)NC2(CC2)CF)N2CCC1(COC1)CC2)C=2SC(=CN2)C(F)F